ClC=1C=C2C(N(C(=NC2=CC1)[C@@H](CCC)N1C[C@@H](NCCC1)C)C)=O 6-chloro-3-methyl-2-((R)-1-((S)-3-methyl-1,4-diazepan-1-yl)butyl)quinazolin-4(3H)-one